8-ACETYL-3A,4,5,9B-TETRAHYDRO-3H-CYCLOPENTA[C]QUINOLINE-4-CARBOXYLIC ACID C(C)(=O)C1=CC=2C3C(C(NC2C=C1)C(=O)O)CC=C3